F[C@H]1CC2=CC=3CCCC3C(=C2C1)NC(=O)N=[S@@](=O)(N)C=1C=NN2C1O[C@H](C2)C (S,2S)-N'-(((S)-2-fluoro-1,2,3,5,6,7-hexahydro-s-indacen-4-yl)carbamoyl)-2-methyl-2,3-dihydropyrazolo[5,1-b]oxazole-7-sulfonimidamide